O=C1NC(CCC1C1=NN(C2=CC(=CC=C12)C1CCN(CC1)C[C@@H]1[C@@H](CN(CC1)C(=O)OC(C)(C)C)C)C)=O tert-butyl (3S,4S)-4-((4-(3-(2,6-dioxopiperidin-3-yl)-1-methyl-1H-indazol-6-yl)piperidin-1-yl)methyl)-3-methylpiperidine-1-carboxylate